tert-butyl-6-(1-methyl-1H-pyrazol-4-yl)-4-(4-oxopiperidin-1-yl)pyrazolo[1,5-a]pyridine-3-carbonitrile C(C)(C)(C)C1=NN2C(C(=CC(=C2)C=2C=NN(C2)C)N2CCC(CC2)=O)=C1C#N